C(OCOC1=C2N(N=CC1=O)[C@H]([C@@H]1N(C2=O)CCC1)[C@H](C1=CC=C(C=C1)F)C1=C(C(=CC=C1)F)F)(OCC)=O (((9aR,10S)-10-((R)-(2,3-difluorophenyl)(4-fluorophenyl)methyl)-3,5-dioxo-3,5,8,9,9a,10-hexahydro-7H-pyrrolo[1',2':4,5]pyrazino[1,2-b]pyridazin-4-yl)oxy)methyl ethyl carbonate